monoammonium phosphate (phosphate) P(=O)([O-])(O)O.P(=O)(O)(O)O.[NH4+]